(R)-N-(8,9-difluoro-6-oxo-1,4,5,6-tetrahydro-2H-pyrano[3,4-c]isoquinolin-1-yl)-N-methyl-1H-pyrrolo[2,3-c]pyridine-2-carboxamide FC=1C(=CC=2C3=C(NC(C2C1)=O)COC[C@@H]3N(C(=O)C3=CC=1C(=CN=CC1)N3)C)F